C(CCCCCCCCCCCCCCCCC)NC(\C=C/C(=O)N)=O N-octadecyl-maleamide